C(\C=C\C1=CC(OC)=C(O)C(OC)=C1)(=O)OC([C@@H](O)CC(=O)[O-])=O sinapoyl-(S)-malate